C1N(CCC2=CC=CC=C12)CC(CN1C(C2=CC=C(C=C2CC1)C(=O)N1CCC2(CC(C2)C#N)CC1)=O)O 7-(2-(3-(3,4-Dihydroisoquinolin-2(1H)-yl)-2-hydroxypropyl)-1-oxo-1,2,3,4-Tetrahydroisoquinoline-6-carbonyl)-7-azaspiro[3.5]nonane-2-carbonitrile